N-((1S)-1-cyclohexyl-2-oxo-2-((2-(6-oxo-5,7-diazaspiro[2.5]octan-5-yl)-2-((phenylamino)methyl)-2,3-dihydro-1H-inden-5-yl)amino)ethyl)-1-methyl-1H-pyrazole-5-carboxamide C1(CCCCC1)[C@@H](C(NC=1C=C2CC(CC2=CC1)(CNC1=CC=CC=C1)N1CC2(CC2)CNC1=O)=O)NC(=O)C1=CC=NN1C